9-Acetyl-2-(3,4-dichlorobenzoyl)-1,2,3,4,8,9-hexahydropyrazolo[1,5-a:4,3-c']dipyridin-10(7H)-one C(C)(=O)C1C(C=2N(CC1)N=C1C2CN(CC1)C(C1=CC(=C(C=C1)Cl)Cl)=O)=O